C(C)OC=1C=C(C=2N(C1)N=C1C2C=NN1)C=1C=CC(=NC1)N1C[C@H]2C([C@H]2C1)COC(NC(=O)OC(C)(C)C)=O (((1R,5S,6r)-3-(5-(6-ethoxy-1H-pyrazolo[3',4':3,4]pyrazolo[1,5-a]pyridin-4-yl)pyridin-2-yl)-3-azabicyclo[3.1.0]hexan-6-yl)methyl)(tert-butoxycarbonyl)carbamate